NC1=NC=CC(=C1Cl)SC1=CN=C(N=N1)N1[C@H]2CC(C[C@@H]1CC2)N (1r,3s,5s)-8-(6-((2-amino-3-chloropyridin-4-yl)thio)-1,2,4-triazin-3-yl)-8-azabicyclo[3.2.1]octan-3-amine